3,5-difluoro-4-[(5-pyrimidin-2-yl-tetrazol-1-yl)methyl]benzohydroxamic acid FC=1C=C(C(=O)NO)C=C(C1CN1N=NN=C1C1=NC=CC=N1)F